CS(=O)(=O)C1=CC2=C(N=C(N=C2N[C@H](C)C2=CC(=CC=C2)C(F)(F)F)C)C=N1 6-(methanesulfonyl)-2-methyl-N-{(1R)-1-[3-(trifluoromethyl)phenyl]ethyl}pyrido[3,4-d]pyrimidin-4-amine